benzyl (2S,4S)-2-(2-(2-acetamidoethoxy)-4-(methoxycarbonyl) phenyl)-4-ethoxypiperidine-1-carboxylate C(C)(=O)NCCOC1=C(C=CC(=C1)C(=O)OC)[C@H]1N(CC[C@@H](C1)OCC)C(=O)OCC1=CC=CC=C1